(S)-5-(2,2-dimethyltetrahydro-2H-pyran-4-yl)-N-methyl-N-phenyl-1H-indole-2-carboxamide CC1(OCC[C@@H](C1)C=1C=C2C=C(NC2=CC1)C(=O)N(C1=CC=CC=C1)C)C